Isononyl-isononyl alcohol C(CCCCCC(C)C)C(CCCCCC(C)C)O